C1NCCC2=CC=C(C=C12)C#N 1,2,3,4-Tetrahydroisoquinoline-7-carbonitrile